diethylbis(2-hydroxyethyl)ammonium methyl-N-[5-[6-(7-fluoro-2,3-dihydro-1,4-benzoxazine-4-carbonyl)-8-methyl-imidazo[1,2-a]pyridin-3-yl]-2-pyridyl]carbamate COC(NC1=NC=C(C=C1)C1=CN=C2N1C=C(C=C2C)C(=O)N2CCOC1=C2C=CC(=C1)F)=O.C(C)[N+](CCO)(CCO)CC